C(C)OC(C)N1N=CC(=C1)B([O-])[O-] [1-(1-ethoxyethyl)pyrazol-4-yl]-dioxido-borane